C1(CC1)C1=NC=NC(=C1C1=NC=C(C(=N1)OCC1=CC(=C(C=C1)C=1N(C=C(N1)C(F)(F)F)C1CC1)F)OC)OC([2H])([2H])[2H] 2-[4-cyclopropyl-6-(trideuteriomethoxy)pyrimidin-5-yl]-4-[[4-[1-cyclopropyl-4-(trifluoromethyl)imidazol-2-yl]-3-fluoro-phenyl]methoxy]-5-methoxy-pyrimidine